6-chloro-8-isopropyl-2-[[4-(1-methylpyrazol-4-yl)sulfonylcyclohexyl]amino]pyrido[2,3-d]pyrimidin-7-one ClC1=CC2=C(N=C(N=C2)NC2CCC(CC2)S(=O)(=O)C=2C=NN(C2)C)N(C1=O)C(C)C